(3,4-diaminophenyl)(morpholinyl)methanone NC=1C=C(C=CC1N)C(=O)N1CCOCC1